FC=1C=C2C(=C(C1)CC(=O)OC)[C@H](OCC21CCOCC1)C methyl (R)-2-(6-fluoro-1-methyl-2',3',5',6'-tetrahydrospiro[isochromane-4,4'-pyran]-8-yl)acetate